FC1=NC(=CC=C1N1CCN(CC1)CC=1C(=CC=2C3=C(C(NC2C1)=O)OC=N3)F)C(NC)=O 7-((4-(2-fluoro-6-(methylcarbamoyl)pyridin-3-yl)piperazin-1-yl)methyl)-8-fluorooxazolo[5,4-c]quinolin-4(5H)-one